CO[Si](C1=CC=C(C=C1)C=C)(OC)OC trimethoxy(4-vinyl-phenyl)silane